benzyl 2-{2,7-diazaspiro[3.5]nonan-7-yl}acetate trifluoroacetate FC(C(=O)O)(F)F.C1NCC12CCN(CC2)CC(=O)OCC2=CC=CC=C2